COC(=O)C1=CC=C2CC(NC2=C1)=O 2-oxo-1H-indole-6-carboxylic acid methyl ester